(buten-2-yl)cyclopropane-1,1-dicarboxylic acid ethyl ester C(C)OC(=O)C1(C(C1)C(=C)CC)C(=O)O